1-Dodecyl-3-butylpyridinium acetat C(C)(=O)[O-].C(CCCCCCCCCCC)[N+]1=CC(=CC=C1)CCCC